[N-](S(=O)(=O)C(F)(F)F)S(=O)(=O)C(F)(F)F.[N-](S(=O)(=O)C(F)(F)F)S(=O)(=O)C(F)(F)F.[N-](S(=O)(=O)C(F)(F)F)S(=O)(=O)C(F)(F)F.[Al+3] aluminum tris-bis(trifluoromethanesulfonyl)imide